(4'-(trifluoromethyl)-[1,1'-biphenyl]-4-yl)methanol FC(C1=CC=C(C=C1)C1=CC=C(C=C1)CO)(F)F